tert-butyl 2-methylpent-4-enoate CC(C(=O)OC(C)(C)C)CC=C